C(C(C)=C)OCC(C(=O)OCC=CC)=C crotyl α-methallyloxymethylacrylate